2-(3-(2-cyano-2-(6-methoxy-3H-imidazo[4,5-c]pyridine-2-yl)vinyl)-2,5-dimethyl-1H-pyrrole-1-yl)-5-methylthiophene-3-nitrile C(#N)C(=CC1=C(N(C(=C1)C)C=1SC(=CC1C#N)C)C)C1=NC2=C(C=NC(=C2)OC)N1